4-[(2-phenylethyl)carbamoyl]piperidine C1(=CC=CC=C1)CCNC(=O)C1CCNCC1